COC1=CC=C(C=C1)C=1N=C2N(C=C(C=C2)C2=CC=C(C=C2)O)C1 4-(2-(4-Methoxyphenyl)imidazo[1,2-a]pyridin-6-yl)phenol